Cl.CC=1C=C(C=NC1)C1=NNC(=C1)NC=1N=C(C2=C(N1)C1=C(O2)N=CC=C1)N1CCOCC1 N-(3-(5-methylpyridin-3-yl)-1H-pyrazol-5-yl)-4-morpholinopyrido[3',2':4,5]furo[3,2-d]pyrimidin-2-amine hydrochloride